ClC1=C(C(=O)NS(=O)(=O)N(C(C)C)C)C=C(C(=C1)F)N1C(NC(=CC1=O)C(F)(F)F)=O 2-chloro-5-[3,6-dihydro-2,6-dioxo-4-(trifluoromethyl)-1(2H)-pyrimidinyl]-4-fluoro-N-{[methyl-(1-methylethyl)amino]sulfonyl}benzamide